ClC1=NN(C=N1)C1=CC=C(C(=N1)C1=NC2=C(N1C)C=CC(=C2)S(C(F)(F)F)(=O)=N)S(=O)(=O)CC [2-[6-(3-chloro-1,2,4-triazol-1-yl)-3-ethylsulfonyl-2-pyridyl]-1-methyl-benzimidazol-5-yl]-imino-oxo-(trifluoromethyl)-λ6-sulfane